tetracyclo[6.6.1.02,7.09,14]pentadeca-4,11-diene C12C3CC=CCC3C(C3CC=CCC31)C2